C(C1=CC=CC=C1)(=O)[C@@]([C@@](C(=O)[O-])(O)C(C1=CC=CC=C1)=O)(O)C(=O)[O-] dibenzoyl-D-tartrate